(S)-1-methyl-N-(2-phenyl-2-((4-(trifluoromethoxy)phenyl)sulfonamido)ethyl)-1H-pyrrole-3-sulfonamide CN1C=C(C=C1)S(=O)(=O)NC[C@@H](NS(=O)(=O)C1=CC=C(C=C1)OC(F)(F)F)C1=CC=CC=C1